Kalium fluoride [F-].[K+]